C(CCC)NC(C#N)C 2-(butylamino)propionitrile